ClC1=CC=C(C=C1)NC1=CC(=NC(=N1)N1CCOCC1)C1CN(C1)C(=O)C1=NOC(=C1)C (3-(6-((4-chlorophenyl)amino)-2-morpholinopyrimidin-4-yl)azetidine-1-yl)(5-methylisoxazole-3-yl)methanone